N-[(1S)-1-[[6-chloro-5-(2,4-dimethyl-1-oxido-pyridin-1-ium-3-yl)-2-pyridyl]carbamoyl]-2,2-dicyclopropyl-ethyl]-2-isopropyl-pyrazole-3-carboxamide ClC1=C(C=CC(=N1)NC(=O)[C@H](C(C1CC1)C1CC1)NC(=O)C=1N(N=CC1)C(C)C)C=1C(=[N+](C=CC1C)[O-])C